CC1=NC(=CC=C1OC[C@H]1[C@@H](CC1)C(=O)O)C=1N=NN(C1CNC1=NC=CC(=N1)C1=CC=CC=C1)C |r| (+-)-(1R,2R)-2-(((2-methyl-6-(1-methyl-5-(((4-phenylpyrimidin-2-yl)amino)methyl)-1H-1,2,3-triazol-4-yl)pyridin-3-yl)oxy)methyl)cyclobutanecarboxylic acid